ethyl 2-(3-chloro-2-hydroxypropyl)-3-methylenepyrrolidin-2-carboxylate ClCC(CC1(NCCC1=C)C(=O)OCC)O